C(C)(C)(C)C1=CC(=CC=2N=C(OC21)C=2C=C(C=CC2)C2=C(C=C(C=C2)F)C2=NN=CN2C)C(=O)OC Methyl 7-(tert-butyl)-2-(4'-fluoro-2'-(4-methyl-4H-1,2,4-triazol-3-yl)-[1,1'-biphenyl]-3-yl)benzo[d]oxazole-5-carboxylate